((((R)-1-(dimethylamino)-3-(2-(3-methoxyphenethyl) phenoxy) propan-2-yl) oxy) methyl) hydrogen phosphate P(=O)(OCO[C@H](CN(C)C)COC1=C(C=CC=C1)CCC1=CC(=CC=C1)OC)(O)[O-]